3-[4-(trifluoromethoxy)phenyl]propanoic acid FC(OC1=CC=C(C=C1)CCC(=O)O)(F)F